2',3-bis[3-[3,5-di-tert-butyl-4-hydroxyphenyl]propionyl]propanehydrazide C(C)(C)(C)C=1C=C(C=C(C1O)C(C)(C)C)CCC(=O)NNC(CCC(CCC1=CC(=C(C(=C1)C(C)(C)C)O)C(C)(C)C)=O)=O